tert-butyl ((S)-(7-((S)-1-((1R*,7S*)-8,8-difluoro-4-oxo-3,5-diazabicyclo[5.1.0]octan-3-yl)-2-methoxyethyl)imidazo[1,2-b]pyridazin-2-yl)(4,4-difluorocyclohexyl)methyl)carbamate FC1([C@@H]2CNC(N(C[C@H]12)[C@H](COC)C1=CC=2N(N=C1)C=C(N2)[C@H](C2CCC(CC2)(F)F)NC(OC(C)(C)C)=O)=O)F |o1:2,8|